ClC=1C=C(C=NC1N1C(CC1)=O)NC(=O)C1CC(C2=C1C=NC=1N2N=C(C1)F)(C)C N-(5-chloro-6-(2-oxoazetidin-1-yl)pyridin-3-yl)-2-fluoro-8,8-dimethyl-7,8-dihydro-6H-cyclopenta[e]pyrazolo[1,5-a]pyrimidine-6-carboxamide